1-(tert-butyl) 2-ethyl 2-(3-chloropropyl)indoline-1,2-dicarboxylate ClCCCC1(N(C2=CC=CC=C2C1)C(=O)OC(C)(C)C)C(=O)OCC